3'-{[5-chloro-2-({2-methoxy-4-[4-(4-methylpiperazin-1-yl)piperidin-1-yl]phenyl}amino)pyrimidin-4-yl]amino}-2-[(4-methoxyphenyl)methoxy]-[1,1'-biphenyl]-3-carbaldehyde ClC=1C(=NC(=NC1)NC1=C(C=C(C=C1)N1CCC(CC1)N1CCN(CC1)C)OC)NC=1C=C(C=CC1)C1=C(C(=CC=C1)C=O)OCC1=CC=C(C=C1)OC